ClC1=CC=C(C=C1)NCC1CC1 (4-chlorophenyl)(cyclopropyl)methylamine